ClC=1C=C(C=CC1Cl)NC(=O)N1[C@@H]2CC[C@H]1CC1=NC=CC=C12 (5R,8S)-N-(3,4-dichlorophenyl)-6,7,8,9-tetrahydro-5H-5,8-epiminocyclohepta[b]pyridine-10-carboxamide